C(C)C1(C(C1CCC)C1=C(C=C(C=C1OC)OC)OC)C1CC1 ethyl-3-propyl-2-(2,4,6-trimethoxyphenyl)-[1,1'-bi(cyclopropan)]